4-[(1S)-1-(methylamino)ethyl]-6-(1-methylcyclopropyl)-2-[6-(4-propyl-4H-1,2,4-triazol-3-yl)pyridin-2-yl]-2,3-dihydro-1H-pyrrolo[3,4-c]pyridin-1-one CN[C@@H](C)C1=NC(=CC2=C1CN(C2=O)C2=NC(=CC=C2)C2=NN=CN2CCC)C2(CC2)C